(S)-1-(oxetan-2-ylmethyl)-2-((4-(2-((4-(trifluoromethyl)benzyl)oxy)thiazol-4-yl)-3,6-dihydropyridin-1(2H)-yl)methyl)-1H-benzo[d]imidazole-6-carboxylic acid O1[C@@H](CC1)CN1C(=NC2=C1C=C(C=C2)C(=O)O)CN2CCC(=CC2)C=2N=C(SC2)OCC2=CC=C(C=C2)C(F)(F)F